N[C@H](C(=O)O)CCOC1=CC=C(C=C1)C(F)(F)F (2S)-2-amino-4-[4-(trifluoro-methyl)phenoxy]butanoic acid